CC1=CC=C(C=C1)NCCCCS(=O)(=O)O 4-(4-methylphenyl)amino-1-butanesulfonic acid